NC=1C(=NC(=CN1)C1=CC(=C2CCN(CC2=C1)C)C)OC=1C=NN(C1)C(C#N)(C)C 2-(4-(3-amino-6-(2,5-dimethyl-1,2,3,4-tetrahydroisoquinolin-7-yl)pyrazin-2-yloxy)-1H-pyrazol-1-yl)-2-methylpropanenitrile